Carbon tetrachloride C(Cl)(Cl)(Cl)Cl